(1R,5S,6s)-3-oxabicyclo[3.1.0]hexan-6-yl (8-amino-7-fluoro-6-(8-methyl-2,3-dihydro-1H-pyrido[2,3-b][1,4]oxazin-7-yl)isoquinolin-3-yl)carbamate NC=1C(=C(C=C2C=C(N=CC12)NC(OC1[C@@H]2COC[C@H]12)=O)C1=C(C2=C(OCCN2)N=C1)C)F